6-((5-(4-(aminomethyl)-4-methylpiperidin-1-yl)pyrazin-2-yl)thio)-3-benzyl-5-chloroquinazoline NCC1(CCN(CC1)C=1N=CC(=NC1)SC1=C(C2=CN(CN=C2C=C1)CC1=CC=CC=C1)Cl)C